(4-(2-(3,5-dichlorophenylamino)-5-(1-methyl-1H-pyrazol-4-yl)pyrimidin-4-ylamino)piperidin-1-yl)ethanone ClC=1C=C(C=C(C1)Cl)NC1=NC=C(C(=N1)NC1CCN(CC1)C(C)=O)C=1C=NN(C1)C